1-(oxetane-3-yl)-4-(4-(4,4,5,5-tetramethyl-1,3,2-dioxaborolan-2-yl)-1H-pyrazol-1-yl)piperidine O1CC(C1)N1CCC(CC1)N1N=CC(=C1)B1OC(C(O1)(C)C)(C)C